(S)-(6-isobutyl-4-methylpyridin-3-yl)-4-oxo-4,5-dihydro-3H-1-thia-3,5,8-triazaacenaphthylene-2-carboxamide C(C(C)C)C1=CC(=C(C=N1)N1C2=C(SC=3N=CC=C(NC1=O)C32)C(=O)N)C